4-((1s,3s)-3-hydroxycyclohexylamino)-2-((1r,4s)-4-methoxycyclohexylamino)pyrimidine-5-carboxamide methyl-4-chloro-1-(2-methoxyphenyl)-6-oxo-1,6-dihydropyridazine-3-carboxylate COC(=O)C1=NN(C(C=C1Cl)=O)C1=C(C=CC=C1)OC.O[C@@H]1C[C@H](CCC1)NC1=NC(=NC=C1C(=O)N)NC1CCC(CC1)OC